C(CCCCC)C(CC(=C(C(=O)O)NOCCCN(C)C)CCCCCCCCCCCCCCC)CCCCCCCC 2-hexyldecyl-{[3-(dimethylamino)propoxy]amino}octadecenoic acid